4-(dimethylamino)-N-[(1s,4s)-4-{[2-(difluoromethyl)imidazo[1,2-a]pyridin-5-yl]amino}cyclohexyl]benzamide CN(C1=CC=C(C(=O)NC2CCC(CC2)NC2=CC=CC=3N2C=C(N3)C(F)F)C=C1)C